C(C)(C)(C)OC(N(C)CCN1N=CC(=C1)C=1C=NC(=CC1OC)Cl)=O (2-(4-(6-chloro-4-methoxypyridin-3-yl)-1H-pyrazol-1-yl)ethyl)(methyl)carbamic acid tert-butyl ester